S[C@@H]1C[C@H](N(C1)C([C@H](C(C)C)N1C(C2=CC=CC=C2C1)=O)=O)C(=O)NCC1=CC=C(C=C1)C1=C(N=CS1)C (2S,4R)-4-mercapto-1-((S)-3-methyl-2-(1-oxoisoindolin-2-yl)butanoyl)-N-(4-(4-methylthiazol-5-yl)benzyl)pyrrolidine-2-carboxamide